P(O)(O)O.P(OC1=C(C=C(C=C1)C(C)(C)C)C(C)(C)C)(OC1=C(C=C(C=C1)C(C)(C)C)C(C)(C)C)OC1=C(C=C(C=C1)C(C)(C)C)C(C)(C)C tris(2,4-di-tert-butylphenyl) phosphite phosphite